2-bromo-N-(2-(methoxymethyl)-4-methylthiophen-3-yl)acetamide BrCC(=O)NC1=C(SC=C1C)COC